Cl.Cl.ClC=1C=C(C=CC1OCC1=CC(=CC=C1)F)NC1=NC=NC2=CC=C(C=C12)C(C#CC)=NOC[C@@H]1CNCCO1 4-(3-chloro-4-(3-fluorobenzyloxy)phenylamino)-6-(1-((S)-morpholin-2-ylmethoxyimino)-2-butyn-1-yl)quinazoline dihydrochloride